C\C\1=C/C(CC(\C=C/C(CC/C(=C/CC1)/C)C(C)C)(O)C)O (2e,6e,11z)-3,7,13-trimethyl-10-(2-propyl)-2,6,11-cyclotetradecatriene-1,13-diol